4-[(2,3-dibromophenoxymethylthio)methyl]1,3-dihydroimidazol-2-one BrC1=C(OCSCC=2NC(NC2)=O)C=CC=C1Br